(+)-5-(amino(pyridin-4-yl)methyl)-2-fluoroaniline NC(C=1C=CC(=C(N)C1)F)C1=CC=NC=C1